ClC=1C=C(C=C(C1)Cl)C1=NC(=CC(=C1)CN1CCC(CC1)CNC(C)=O)OC=1C=NC(=CC1)N1CCN(CC1)[C@@H]1C[C@H](C1)NS(=O)(=O)C N-((1-((2-(3,5-dichlorophenyl)-6-((6-(4-((trans)-3-(methylsulfonamido)cyclobutyl)piperazin-1-yl)pyridin-3-yl)oxy)pyridin-4-yl)methyl)piperidin-4-yl)methyl)acetamide